NCC1=NNC(C2=CC=C(C=C12)C1=C(N(C2=NN(C=C21)C)CC)C2=C(C#N)C(=CC(=C2F)Cl)OC2CC2)=O 2-(4-(4-(Aminomethyl)-1-oxo-1,2-dihydro-phthalazin-6-yl)-6-ethyl-2-methyl-2,6-dihydro-pyrrolo[2,3-c]pyrazol-5-yl)-4-chloro-6-cyclopropyloxy-3-fluorobenzonitrile